(4-(cyclopropylethynyl)phenyl)methanol C1(CC1)C#CC1=CC=C(C=C1)CO